(3R)-3-amino-7-(2-tert-butyltetrazol-5-yl)-5-[(4-chlorophenyl)methyl]-8-fluoro-1,1-dioxo-2,3-dihydro-1lambda6,5-benzothiazepin-4-one N[C@H]1CS(C2=C(N(C1=O)CC1=CC=C(C=C1)Cl)C=C(C(=C2)F)C=2N=NN(N2)C(C)(C)C)(=O)=O